2-(2-chlorophenoxy)-N-((2R,4R)-2-methylpiperidin-4-yl)propanamide ClC1=C(OC(C(=O)N[C@H]2C[C@H](NCC2)C)C)C=CC=C1